C[Si](N=C1N(CCN1C1=C(C=CC=C1C)C)C1=C(C=CC=C1C)C)(C)C N-trimethylsilyl-1,3-bis(2',6'-dimethylphenyl)-imidazolidinimine